(E)-5,6-methylenedioxybenzimidazole-13C C1OC2=CC3=C(N=[13CH]N3)C=C2O1